methyl 1-(5-bromo-3-(difluoromethyl) pyridin-2-yl)-1H-1,2,3-triazole-5-carboxylate BrC=1C=C(C(=NC1)N1N=NC=C1C(=O)OC)C(F)F